(R)-N-(2-carbamoyl-4-(N-(1-(piperidin-4-yl)ethyl)sulfamoyl)phenyl)-2-methyl-benzamide C(N)(=O)C1=C(C=CC(=C1)S(N[C@H](C)C1CCNCC1)(=O)=O)NC(C1=C(C=CC=C1)C)=O